7-[(2R,4R,5R)-5-[[bis(4-methoxyphenyl)-phenyl-methoxy]methyl]-4-hydroxy-tetrahydrofuran-2-yl]-3H-pyrrolo[2,3-d]pyrimidin-4-one COC1=CC=C(C=C1)C(OC[C@@H]1[C@@H](C[C@@H](O1)N1C=CC2=C1N=CNC2=O)O)(C2=CC=CC=C2)C2=CC=C(C=C2)OC